4-((hydroxyamino)methyl)-N-(4-(trifluoromethyl)phenyl)aniline ONCC1=CC=C(NC2=CC=C(C=C2)C(F)(F)F)C=C1